C1(C(C=CC=C1)=S)C(=O)C(O)C1=CC=CC=C1 Benzoinethione